(E)-2,4-difluoro-N-(2-methoxy-5-(4-(2-(4-oxopent-2-enoyl)-2,7-diazaspiro[3.5]nonan-7-yl)quinazolin-6-yl)pyridin-3-yl)benzenesulfonamide FC1=C(C=CC(=C1)F)S(=O)(=O)NC=1C(=NC=C(C1)C=1C=C2C(=NC=NC2=CC1)N1CCC2(CN(C2)C(\C=C\C(C)=O)=O)CC1)OC